Benzyl (2R,4S)-2-(tert-butyl)-4-neopentyl-5-oxooxazolidine-3-carboxylate C(C)(C)(C)[C@H]1OC([C@@H](N1C(=O)OCC1=CC=CC=C1)CC(C)(C)C)=O